2-(4,4-Dimethyl-1-piperidyl)-6-(3-fluoro-5-isobutoxyphenyl)-N-(3-methoxyphenyl)sulfonylpyridin-3-carboxamid CC1(CCN(CC1)C1=NC(=CC=C1C(=O)NS(=O)(=O)C1=CC(=CC=C1)OC)C1=CC(=CC(=C1)OCC(C)C)F)C